7-[5-CHLORO-2-(OXOLAN-2-YLMETHOXY)PHENYL]-N-[(2,4-DIMETHOXYPHENYL)METHYL]CINNOLIN-4-AMINE ClC=1C=CC(=C(C1)C1=CC=C2C(=CN=NC2=C1)NCC1=C(C=C(C=C1)OC)OC)OCC1OCCC1